racemic-(3R,4S)-3-(4-(tert-butoxycarbonyl)phenyl)piperidine-1,4-dicarboxylic acid 1-(tert-butyl) 4-ethyl ester C(C)OC(=O)[C@@H]1[C@@H](CN(CC1)C(=O)OC(C)(C)C)C1=CC=C(C=C1)C(=O)OC(C)(C)C |r|